5-(3,5-dichloro-4-fluoro-phenyl)-5-(trifluoromethyl)-4H-isoxazol-3-amine ClC=1C=C(C=C(C1F)Cl)C1(CC(=NO1)N)C(F)(F)F